isO-docosahexaenoic acid C(C=CC=CC=CC=CC=CC=CCCCCCCC(C)C)(=O)O